OC=1C=CC(=C(C(=O)O)C1)NC\C=C\C=C\C1=CC=C(C=C1)O 5-hydroxy-2-[(2E,4E)-5-(4-hydroxyphenyl)penta-2,4-dienylamino]benzoic acid